cis-7-(1-((2-methoxyethyl)amino)ethyl)-3-(3-(3-methyl-1-(4-methyl-4H-1,2,4-triazol-3-yl)cyclobutyl)phenyl)-9-(trifluoromethyl)-4H-pyrido[1,2-a]pyrimidin-4-one COCCNC(C)C=1C=C(C=2N(C(C(=CN2)C2=CC(=CC=C2)C2(CC(C2)C)C2=NN=CN2C)=O)C1)C(F)(F)F